(R)-N-(1-cyanopyrrolidin-3-yl)-2-fluoro-4-(pyrazolo[1,5-a]pyrimidin-5-yl)benzamide C(#N)N1C[C@@H](CC1)NC(C1=C(C=C(C=C1)C1=NC=2N(C=C1)N=CC2)F)=O